2-amino-N1-(5-nitrothiazol-2-yl)-N3-propylisophthalamide NC1=C(C(=O)NC=2SC(=CN2)[N+](=O)[O-])C=CC=C1C(=O)NCCC